C(C)(C)(C)OC(=O)N(C=1SC(=C(N1)C(=O)OC)CCCOC1=C(C=C(C=C1)C#CCN(C)C)F)CCCP(=O)(OCC)OCC methyl 2-[tert-butoxycarbonyl(3-diethoxyphosphorylpropyl)amino]-5-[3-[4-[3-(dimethylamino)prop-1-ynyl]-2-fluoro-phenoxy]propyl]thiazole-4-carboxylate